OCC([C@@H]1C(=C(C(=O)O1)O)O)(O)CO 5-hydroxymethyl-ascorbic acid